2-[(4R)-4-cyclopropyl-4-[[6-oxo-5-(trifluoromethyl)-1H-pyridazin-4-yl]amino]butyl]-7-fluoro-6-[5-(trifluoromethyl)pyrimidin-2-yl]isoquinolin-1-one C1(CC1)[C@@H](CCCN1C(C2=CC(=C(C=C2C=C1)C1=NC=C(C=N1)C(F)(F)F)F)=O)NC=1C=NNC(C1C(F)(F)F)=O